CCCCCCCCCCC[C@H](CC(=O)O[C@@H]1[C@H]([C@H](O[C@@H]([C@H]1O)CO)OP(=O)([O-])OP(=O)([O-])OC[C@@H]2[C@H]([C@H]([C@@H](O2)N3C=CC(=O)NC3=O)O)O)[NH3+])O The molecule is a UDP-3-O-[(3R)-3-hydroxytetradecanoyl]-D-glucosamine(1-) in which the anomeric centre of the pyranose fragment has alpha-configuration. It is a conjugate base of an UDP-3-O-[(3R)-3-hydroxytetradecanoyl]-alpha-D-glucosamine.